Diphenyl-phosphonic acid C1(=CC=CC=C1)OP(OC1=CC=CC=C1)=O